methyl-2-{[(2E)-1-[(4-methoxyphenyl)methyl]pyrrolidin-2-ylidene]amino}-5-methylthiophene-3-carboxylate COC(=O)C1=C(SC(=C1)C)/N=C\1/N(CCC1)CC1=CC=C(C=C1)OC